C(C)OC1CN(C1)[C@@H]1[C@@H](CCCC1)OC=1C=C2CN(C(C2=CC1)=O)C1C(NC(CC1)=O)=O 3-(5-(((1R,2S)-2-(3-ethoxyazetidin-1-yl)cyclohexyl)oxy)-1-oxoisoindolin-2-yl)piperidine-2,6-dione